COC1=CC=C(C=C1)CN (4-Methoxyphenyl)methanamine